racemic-1-(3-bromo-1-(methyl-d3)-1H-1,2,4-triazol-5-yl)ethan-1-ol BrC1=NN(C(=N1)[C@@H](C)O)C([2H])([2H])[2H] |r|